tert-butyl (6-chloro-3-isopropylimidazo[1,2-a]pyrazin-8-yl)(2-methoxybenzyl)carbamate ClC=1N=C(C=2N(C1)C(=CN2)C(C)C)N(C(OC(C)(C)C)=O)CC2=C(C=CC=C2)OC